NC1(CCN(CC1)C(=O)OC(C(F)(F)F)C(F)(F)F)C 1,1,1,3,3,3-hexafluoropropan-2-yl 4-amino-4-methylpiperidine-1-carboxylate